C(C)(=O)OCC(COC1=C(C=C(C=C1Cl)S(=O)(=O)C1=CC=C(C=C1)OCCCCl)Cl)OC(C)=O 3-(2,6-dichloro-4-((4-(3-chloropropoxy)phenyl)sulfonyl)phenoxy)propane-1,2-diyl diacetate